4-chloro-N-(1-cyanocyclopropyl)-1-[5-(difluoromethyl)-1,3,4-thiadiazol-2-yl]indazole-6-sulfonamide ClC1=C2C=NN(C2=CC(=C1)S(=O)(=O)NC1(CC1)C#N)C=1SC(=NN1)C(F)F